3-(3-((1-(3,8-Dimethyl-6-oxo-4,5-dihydro-3H,6H-2,2a,5a-triazaaceanthrylen-10-yl)ethyl)amino)-6-methylpyridin-2-yl)-1,2,4-oxadiazol-5(4H)-one CC1N2N=CC=3C4=C(C=C(C=C4C(N(CC1)C32)=O)C)C(C)NC=3C(=NC(=CC3)C)C3=NOC(N3)=O